CS(=O)(=O)C1=CC=C(C=C1)N1C=CC2=CC(=CC=C12)C#N 1-(4-(methylsulfonyl)phenyl)-1H-indole-5-carbonitrile